α,α'-azobisisobutyronitrile N(=NC(C#N)(C)C)C(C#N)(C)C